CN1N=CC=2C1=NC(=NC2N)SC 1-methyl-6-(methylthio)-1H-pyrazolo[3,4-d]pyrimidin-4-amine